[4-(4-amino-7-methylpyrrolo[2,1-f][1,2,4]triazin-5-yl)-3-fluorophenyl]-2-oxo-1-phenyl-1,2-dihydropyridine-3-carboxamide NC1=NC=NN2C1=C(C=C2C)C2=C(C=C(C=C2)C2=C(C(N(C=C2)C2=CC=CC=C2)=O)C(=O)N)F